[1,3]diazocine N1=CN=CC=CC=C1